(2R,3S,5R)-3-(butyryloxy)-5-(5-methyl-2,4-dioxo-3,4-dihydropyrimidin-1(2H)-yl)tetrahydrofuran C(CCC)(=O)O[C@@H]1CO[C@H](C1)N1C(NC(C(=C1)C)=O)=O